ClC1=CC(=C(C=C1)C1=CC=C(N=N1)N([C@H]1[C@H]([C@@H]2CC[C@H](C1)N2C(=O)OC(C)(C)C)F)C)OCOC tert-butyl (1S,2R,3R,5R)-3-((6-(4-chloro-2-(methoxymethoxy)phenyl)pyridazin-3-yl)(methyl)amino)-2-fluoro-8-azabicyclo[3.2.1]octane-8-carboxylate